3-[[(3S)-9-fluoro-2-oxo-5-phenyl-1,3-dihydro-1,4-benzodiazepin-3-yl]carbamoyl]pyrazolo[1,5-a]pyrimidin FC1=CC=CC=2C(=N[C@@H](C(NC21)=O)NC(=O)C=2C=NN1C2N=CC=C1)C1=CC=CC=C1